N1=CC=C(C=C1)C=1N=C(C2=C(N1)C=NC=C2)N2CCC1(CCN(C1)CCC#N)CC2 3-(8-(2-(pyridin-4-yl)pyrido[3,4-d]pyrimidin-4-yl)-2,8-diazaspiro[4.5]decan-2-yl)propanenitrile